N1C=NC(=C1)CCNC1=NC(=NC2=CC=CC=C12)NC1=CC(=CC=C1)C(F)(F)F N4-(2-(1H-imidazol-4-yl)ethyl)-N2-(3-(trifluoromethyl)phenyl)quinazoline-2,4-diamine